C(C)OC([C@@H](N(CCCCCC)C(=O)OCC)C)=O N-(ethoxycarbonyl)-N-hexylalanine ethyl ester